2-hydroxyl-ethanesulfonate OCCS(=O)(=O)[O-]